C(CCC)[Pd-3](P(C(C)(C)C)(C(C)(C)C)C1(C(C=C(C=C1)C)N)C)(P(C1(C(C=C(C=C1)C)N)C)(C(C)(C)C)C(C)(C)C)(Cl)Cl butyldichlorobis[di-tert-butyl-(p-dimethyl-aminophenyl)phosphino]palladium (II)